CC(C(=O)[O-])(CCCCCCCC=O)NCC1=CC(=CC(=C1)CO)COC(C1=CC=CC=C1)(C1=CC=C(C=C1)OC)C1=CC=C(C=C1)OC methyl-((3-((bis(4-methoxyphenyl) (phenyl) methoxy) methyl)-5-(hydroxymethyl) benzyl) amino)-10-oxodecanoate